Diphenyliodonium hydrogensulfate S(=O)(=O)(O)[O-].C1(=CC=CC=C1)[I+]C1=CC=CC=C1